2-(diethylaminomethylethoxymethylsilyl)styrene C(C)N(CC)C[SiH](C1=C(C=C)C=CC=C1)COCC